(S)-(4-(7-chloropyrazolo[1,5-a]pyridin-2-yl)-6,7-dihydro-1H-imidazo[4,5-c]pyridin-5(4H)-yl)(2-(2-hydroxypropan-2-yl)-4-(trifluoromethyl)oxazol-5-yl)methanone ClC1=CC=CC=2N1N=C(C2)[C@H]2N(CCC1=C2N=CN1)C(=O)C1=C(N=C(O1)C(C)(C)O)C(F)(F)F